ON=CC(=O)N 2-(hydroxyimino)acetamide